(S)-N-{(S)-1-[2-(Benzo[d]isoxazol-3-yl)phenyl]-2-(3-fluoropyridin-2-yl)ethyl}-2-methylpropane-2-sulfinamide O1N=C(C2=C1C=CC=C2)C2=C(C=CC=C2)[C@H](CC2=NC=CC=C2F)N[S@@](=O)C(C)(C)C